FC(OC=1C=CC(=NC1)C=1C=C2C=CN(C(C2=CC1F)=O)CCC[C@H](C)NC=1C=NNC(C1C(F)(F)F)=O)F 6-[5-(difluoromethoxy)-2-pyridyl]-7-fluoro-2-[(4S)-4-[[6-oxo-5-(trifluoromethyl)-1H-pyridazin-4-yl]amino]pentyl]isoquinolin-1-one